NC1=NC=C(C2=C1C(=C(S2)C2=C(C=C(C=C2)NC(C(=C)C)=O)C)C2=CC(=C(C=C2)OC2=NC=CC(=N2)C)F)C2=NC=C(C=C2)OC N-(4-(4-amino-3-(3-fluoro-4-((4-methylpyrimidin-2-yl)oxy)phenyl)-7-(5-methoxypyridin-2-yl)thieno[3,2-c]pyridin-2-yl)-3-methylphenyl)methacrylamide